12-(((3R,5S)-1-((S)-14-amino-2-(tert-butyl)-4-oxo-6,9,12-trioxa-3-azatetradecanoyl)-5-((4-(4-methylthiazol-5-yl)benzyl)carbamoyl)pyrrolidin-3-yl)oxy)-12-oxododecanoic acid NCCOCCOCCOCC(N[C@H](C(=O)N1C[C@@H](C[C@H]1C(NCC1=CC=C(C=C1)C1=C(N=CS1)C)=O)OC(CCCCCCCCCCC(=O)O)=O)C(C)(C)C)=O